C(C1=CC=CC=C1)OC1=CC=C(C=N1)[C@H]1CN(C[C@H](O1)C)C1=NC(=C(C(=N1)C(=O)OCC)C1OCCO1)C1=C(C=C(C=C1)C(F)(F)F)F ethyl 2-[(2S,6R)-2-(6-benzyloxy-3-pyridyl)-6-methyl-morpholin-4-yl]-5-(1,3-dioxolan-2-yl)-6-[2-fluoro-4-(trifluoromethyl)phenyl]pyrimidine-4-carboxylate